FC1(C2=CC=CC(=C2C=2C=C(C=CC12)C(=O)NCC(=O)N1CC2(OCCO2)C[C@H]1C(=O)O)C)F (S)-7-((9,9-difluoro-5-methyl-9H-fluorene-3-carbonyl)glycyl)-1,4-dioxa-7-azaspiro[4.4]nonane-8-carboxylic acid